N-(3-([1,3]dioxolo[4,5-c]pyridin-4-yl)-1H-pyrazol-5-yl)-4-((1-methylpiperidin-4-yl)amino)benzamide O1COC=2C(=NC=CC21)C2=NNC(=C2)NC(C2=CC=C(C=C2)NC2CCN(CC2)C)=O